methyl 3-(((tert-butoxycarbonyl)amino)methyl)-5-(1-phenylcyclopropyl)-4,5-dihydroisoxazole-5-carboxylate C(C)(C)(C)OC(=O)NCC1=NOC(C1)(C(=O)OC)C1(CC1)C1=CC=CC=C1